[4-[3-(4-Hydroxyphenyl)prop-2-enoyl]phenyl] 3-hydroxybenzenesulfonate OC=1C=C(C=CC1)S(=O)(=O)OC1=CC=C(C=C1)C(C=CC1=CC=C(C=C1)O)=O